3-(2-(((2S,4R)-1-((S)-2-(1-fluorocyclopropane-1-carboxamido)-3,3-dimethylbutanoyl)-4-hydroxypyrrolidine-2-carboxamido)methyl)-5-(4-methylthiazol-5-yl)phenoxy)propanoic acid FC1(CC1)C(=O)N[C@H](C(=O)N1[C@@H](C[C@H](C1)O)C(=O)NCC1=C(OCCC(=O)O)C=C(C=C1)C1=C(N=CS1)C)C(C)(C)C